C(C)OC(=O)C1=NC(=CC=C1NC(CC#N)=O)Cl 6-chloro-3-[(2-cyanoacetyl)amino]pyridine-2-carboxylic acid ethyl ester